OC(CNC(C(=C)C)=O)C N-2-hydroxypropyl-methacrylamide